C(C)(C)(C)OC(=O)C=1SC(=C(C1OCC(=O)O)Cl)C1=CC(=CC=C1)N(C1CCN(CC1)S(=O)(=O)CC1=CC(=CC=C1)[N+](=O)[O-])C(C(C)C)=O 2-[[2-tert-butoxycarbonyl-4-chloro-5-[3-[2-methylpropanoyl-[1-[(3-nitrophenyl)methylsulfonyl]-4-piperidyl]amino]phenyl]-3-thienyl]oxy]acetic acid